N,N-dimethyl-4-(2-{[(3S)-piperidin-3-yl]amino}-5-(trifluoromethyl)pyrimidin-4-yl)-1H-pyrrole-2-carboxamide CN(C(=O)C=1NC=C(C1)C1=NC(=NC=C1C(F)(F)F)N[C@@H]1CNCCC1)C